N-[(1S)-2-[(1-cyano-1-pyrazin-2-yl-ethyl)amino]-1-(cyclopropylmethyl)-2-oxo-ethyl]-7-fluoro-1H-indole-2-carboxamide C(#N)C(C)(C1=NC=CN=C1)NC([C@H](CC1CC1)NC(=O)C=1NC2=C(C=CC=C2C1)F)=O